P(=S)([S-])(OC(CCCCCC)(C(C)C)C(C)C)[O-] O-di-2-propylheptyl dithiophosphate